3-((3,4-difluorophenyl)sulfonamido)-N-(3-ethyl-1H-1,2,4-triazol-5-yl)benzamide FC=1C=C(C=CC1F)S(=O)(=O)NC=1C=C(C(=O)NC2=NC(=NN2)CC)C=CC1